COCCOCCOCCOCCOCCOCCOC=1C=C(C(=O)OC)C=CC1Br methyl 3-(2,5,8,11,14,17-hexaoxanonadecan-19-yloxy)-4-bromobenzoate